N6-(2-morpholinoacetyl)-L-lysine O1CCN(CC1)CC(=O)NCCCC[C@H](N)C(=O)O